6-(methylsulfonyl)hexanesulfonic acid 2-propynyl ester C(C#C)OS(=O)(=O)CCCCCCS(=O)(=O)C